ClC(C(=O)OCOC)=C methoxymethyl α-chloroacrylate